The molecule is a monoalkyl phosphate that is isopentenyl alcohol in which the hydroxyl hydrogen is substituted by a phosphate group. It derives from an isopentenyl alcohol. It is a conjugate acid of an isopentenyl phosphate(2-). CC(=C)CCOP(=O)(O)O